FC=1C=C2C=NN(C2=CC1C=1C=2C(=NN(C2C=CC1)CC(=O)NCC(=O)NCC(=O)OC(C)(C)C)C1CCN(CC1)C(CCC(C)=O)=O)C tert-butyl (2-(5'-fluoro-1'-methyl-3-(1-(4-oxopentanoyl)piperidin-4-yl)-1H,1'H-[4,6'-biindazol]-1-yl)acetyl)glycylglycinate